(7aR,11aS)-5-bromo-6-chloro-4-fluoro-12-methyl-2-(methylthio)-7a,8,10,11,11a,12-hexahydropyrano[3',4':2,3][1,4]oxazepino[5,6,7-de]quinazoline BrC=1C(=C2C3=C(N=C(N=C3C1F)SC)N([C@@H]1[C@@H](O2)COCC1)C)Cl